3-(1-cyanoethyl)-N-((S)-1-(1-(5-((dimethyl(oxo)-λ6-sulfaneylidene)amino)pyridin-2-yl)-1H-1,2,4-triazol-5-yl)ethyl)benzamide C(#N)C(C)C=1C=C(C(=O)N[C@@H](C)C2=NC=NN2C2=NC=C(C=C2)N=S(=O)(C)C)C=CC1